C12C(C(CC(C1(C)C)C2)=O)C pinanone